1-((S)-3-aminopiperidin-1-yl)-2-(3-isopropyl-2-(2-methylpyridin-4-yl)-1H-indol-5-yl)propan-1-one N[C@@H]1CN(CCC1)C(C(C)C=1C=C2C(=C(NC2=CC1)C1=CC(=NC=C1)C)C(C)C)=O